ClC1=CC=C(C=C1)[C@H]([C@@H](C(=O)OC1=CC=CC=C1)C)N1[C@@](C2=C(C=C(C=C2C1=O)[C@@](CC)(C1NCOC1)O)F)(OC)C1=CC=C(C=C1)Cl phenyl (2S,3S)-3-(4-chlorophenyl)-3-[(1R)-1-(4-chlorophenyl)-7-fluoro-5-[(1S)-1-hydroxy-1-(oxazolidin-4-yl) propyl]-1-methoxy-3-oxo-2,3-dihydro-1H-isoindol-2-yl]-2-methylpropionate